FC(C(C(C(C(F)(F)F)(F)F)(F)F)(F)F)(S(=O)(=O)O)F perfluoro-n-pentyl-sulfonic acid